C1(CC1)C=1C=NC(=NC1)N1CCN(CC1)C(CC(C)OC[C@H](C)NC1=C(C(N(N=C1)CC1=CC=C(C=C1)OC)=O)C(F)(F)F)=O 5-(((2S)-1-((4-(4-(5-cyclopropylpyrimidin-2-yl)piperazin-1-yl)-4-oxobutan-2-yl)oxy)propan-2-yl)amino)-2-(4-methoxybenzyl)-4-(trifluoromethyl)pyridazin-3(2H)-one